(S)-N-[(1S)-1'-(2-bromo-1,3-thiazole-4-carbonyl)-1,3-dihydrospiro[indene-2,4'-piperidine]-1-yl]2-methylpropane-2-sulfinamide BrC=1SC=C(N1)C(=O)N1CCC2(CC1)[C@@H](C1=CC=CC=C1C2)N[S@@](=O)C(C)(C)C